3,3-dimethyl-N'-((2,4,5,6-tetrahydro-1H-cyclobuta[f]inden-3-yl)carbamoyl)-2,3-dihydropyrazolo[5,1-b]oxazole-7-sulfonimidamide CC1(N2C(OC1)=C(C=N2)S(=O)(N)=NC(NC2=C1C(=CC=3CCCC23)CC1)=O)C